4-(2-(4-bromo-2,5-difluorophenyl)acetamido)benzoic acid methyl ester COC(C1=CC=C(C=C1)NC(CC1=C(C=C(C(=C1)F)Br)F)=O)=O